The molecule is a tetracyclic triterpenoid that is 3,4-secocycloarta-4(28),24-(Z)-diene substituted by carboxy groups at positions 3 and 26. Isolated from Schisandra henryi and Schisandra propinqua, it exhibits cytotoxic and anti-HIV activities. It has a role as a metabolite, an antineoplastic agent and a HIV-1 reverse transcriptase inhibitor. It is a tetracyclic triterpenoid and a dicarboxylic acid. C[C@H](CC/C=C(/C)\\C(=O)O)[C@H]1CC[C@@]2([C@@]1(CC[C@]34[C@H]2CC[C@H]([C@]3(C4)CCC(=O)O)C(=C)C)C)C